C(CCCCCCCC)(=O)[O-] pelargonic acid anion